C(OCCOCCOCCOCCOCCOCCOCCOCCOCCOCCOCCNC(CN1C(C=CC1=O)=O)=O)(OC1=CC=C(C=C1)[N+](=O)[O-])=O 2-[2-[2-[2-[2-[2-[2-[2-[2-[2-[2-[[2-(2,5-dioxopyrrol-1-yl) acetyl] amino] ethoxy] ethoxy] ethoxy]ethoxy] ethoxy] ethoxy]ethoxy] ethoxy] ethoxy] ethoxy]ethyl (4-nitrophenyl) carbonate